3-(4-(aminomethyl)phenyl)-6-((1-(2-fluoro-4-(2-oxopyrrolidin-1-yl)benzyl)-4-hydroxypiperidin-4-yl)methyl)-2-methyl-2,6-dihydro-7H-pyrazolo[4,3-d]pyrimidine NCC1=CC=C(C=C1)C=1N(N=C2C1N=CN(C2)CC2(CCN(CC2)CC2=C(C=C(C=C2)N2C(CCC2)=O)F)O)C